NC=1C(=NC(=CN1)Br)C(=O)NC1=CC=NC=C1 3-amino-6-bromo-N-(pyridin-4-yl)pyrazine-2-carboxamide